(R)-N-(2-(1-(3-Chloro-4-((3,5-difluoropyridin-2-yl)methoxy)-5',6-dimethyl-2-carbonyl-2H-[1,4'-bipyridine]-2'-yl)-1H-pyrazol-3-yl)propan-2-yl)acetamide ClC=1C(N(C(=CC1OCC1=NC=C(C=C1F)F)C)C1=CC(=NC=C1C)N1N=C(C=C1)C(C)(C)NC(C)=O)=C=O